C(C1=CC=CC=C1)N1C2C(C2C=CC1=O)(C(=O)OCC)C1=CC=CC2=CC=CC=C12 ethyl 2-benzyl-7-naphthalen-1-yl-3-oxo-2-azabicyclo[4.1.0]hept-4-ene-7-carboxylate